C(C)(=O)O[C@H]1CC[C@@]2(C3CC[C@@]4(C(=CCC4C3CC=C2C1)N1C=NC(=C1)C(=O)OCC)C)C Ethyl 1-((3S,10R,13S)-3-acetoxy-10,13-dimethyl-2,3,4,7,8,9,10,11,12,13,14,15-dodecahydro-1H-cyclopenta[a]phenanthren-17-yl)-1H-imidazole-4-carboxylate